2-(4-(1-(trifluoromethyl)cyclopropyl)phenyl)malonic acid FC(C1(CC1)C1=CC=C(C=C1)C(C(=O)O)C(=O)O)(F)F